N,N-dimethylazetidine-3-carboxamide hydrochloride Cl.CN(C(=O)C1CNC1)C